((R)-4-amino-7-fluoro-3-methyl-1,3-dihydrofuro[3,4-c]quinolin-8-yl)((2R,5S)-5-methyl-2-(2-methyl-2H-indazol-5-yl)piperidin-1-yl)methanone NC1=NC=2C=C(C(=CC2C2=C1[C@H](OC2)C)C(=O)N2[C@H](CC[C@@H](C2)C)C2=CC1=CN(N=C1C=C2)C)F